(2-(2-(1-hydroxy-1,3-dihydrobenzo[c][1,2]oxaborol-7-yl)acetamido)ethyl)-N-(2-(1-hydroxy-1,3-dihydrobenzo[c][1,2]oxaborol-7-yl)acetyl)glycine OB1OCC2=C1C(=CC=C2)CC(=O)NCCN(CC(=O)O)C(CC2=CC=CC1=C2B(OC1)O)=O